6-methylpyridazine-4-carboxylic acid CC1=CC(=CN=N1)C(=O)O